1-(2,3-dimethylphenyl)piperazine hydrochloride Cl.CC1=C(C=CC=C1C)N1CCNCC1